ClC1=C(C=C2CCN(CC2=C1)C(C(F)(F)F)=O)NC1=NC=C(C(=N1)Cl)C(F)(F)F 1-(7-chloro-6-((4-chloro-5-(trifluoromethyl)pyrimidin-2-yl)amino)-3,4-dihydroisoquinolin-2(1H)-yl)-2,2,2-trifluoroethan-1-on